4,5,6,7-tetrahydro-1H-indole-3-carboxamide N1C=C(C=2CCCCC12)C(=O)N